3-[3-(4-fluorophenyl)-6-oxopyridazin-1-yl]propanoic acid FC1=CC=C(C=C1)C1=NN(C(C=C1)=O)CCC(=O)O